C(C)OCCN1CCC(CC1)N1CC(C2=NC(=CC=C21)C)(C)C N-(1-(2-ethoxyethyl)piperidin-4-yl)-3,3,5-trimethyl-2,3-dihydro-1H-pyrrolo[3,2-b]pyridine